C(CCCCCCCC)C1=CC(=CC(=N1)O)O 6-nonylpyridine-2,4-diol